(1-(prop-2-yn-1-yl)azetidin-3-yl)carbamic acid tert-butyl ester C(C)(C)(C)OC(NC1CN(C1)CC#C)=O